4-OXO-4H-CHROMEN O=C1C=COC2=CC=CC=C12